[Si](C)(C)(C(C)(C)C)OC[C@H]1C[C@H]([C@H]2[C@@H]1OC(O2)(C)C)N2C=C(C1=C2N=CN=C1NCC1=CC=C(C=C1)OC)CC 7-((3as,4r,6r,6ar)-6-(((tert-butyldimethylsilyl)oxy)methyl)-2,2-dimethyltetrahydro-4H-cyclopenta[d][1,3]dioxol-4-yl)-5-ethyl-N-(4-methoxybenzyl)-7H-pyrrolo[2,3-d]pyrimidin-4-amine